C(CCCCC)C(CC(C(=O)O)CCCN(C(=O)OCC=O)CCCCCCCC)CCCCCC 2-hexyloctyl-5-(octyl((2-oxoethoxy)carbonyl)amino)pentanoic acid